2-(((αr)-6-(4-((1-adamantyl)methyl)-2,5-dioxoimidazolidin-1-yl)spiro[3.3]heptan-2-yl)oxy)nicotinamide C12(CC3CC(CC(C1)C3)C2)CC2NC(N(C2=O)C2CC3(CC(C3)OC3=C(C(=O)N)C=CC=N3)C2)=O